C(C(CO)(CO)N)O tris-hydroxymethylaminomethane